CC(CC(C)C)NC1=CC=C(C=C1)N=C1C=CC(C=C1)=O 4-((4-(1,3-dimethylbutylamino)phenyl)imino)cyclohexa-2,5-dienone